trans-N1-(5-(imidazo[1,2-a]pyridin-6-yl)pyrrolo[2,1-f][1,2,4]triazin-2-yl)-N3,N3-dimethylcyclobutane-1,3-diamine N=1C=CN2C1C=CC(=C2)C=2C=CN1N=C(N=CC12)N[C@@H]1C[C@H](C1)N(C)C